C(C=C)(=O)NC=1C(=NN(C1)C)C(=O)NC1=CC(=CC=C1)CNC1=NC(=NC=2N1N=CC2C(C)C)NC2CCOCC2 4-acrylamido-N-(3-(((8-isopropyl-2-((tetrahydro-2H-pyran-4-yl)amino)pyrazolo[1,5-a][1,3,5]triazin-4-yl)amino)methyl)phenyl)-1-methyl-1H-pyrazole-3-carboxamide